BrC1=CC2=C(OC[C@@H](C(N2C)=O)NC(=O)N2N=CC(=C2)CC=2C(=NC=CC2)F)C=C1 (S)-N-(7-bromo-5-methyl-4-oxo-2,3,4,5-tetrahydrobenzo[b][1,4]oxazepin-3-yl)-4-((2-fluoropyridin-3-yl)methyl)-1H-pyrazole-1-carboxamide